Cl.ClC1=NC=2CNCCC2C(=C1F)Cl 2,4-dichloro-3-fluoro-5,6,7,8-tetrahydro-1,7-naphthyridine hydrochloride